[N+](=O)([O-])C1(CC(C(=O)O)=CC=C1)[N+](=O)[O-] 3-nitro-3-nitrobenzoic acid